dichlorotetrafluoroethoxyaniline ClC1=C(N(OC(C(F)(F)F)F)Cl)C=CC=C1